ClC=1C=CC2=C(NC(=N2)C2(CCC2)C=2N=C3CCCN(C3=CC2)C(=O)OC2CC2)C1 cyclopropyl 6-[1-(6-chloro-1H-benzimidazol-2-yl)cyclobutyl]-3,4-dihydro-1,5-naphthyridine-1(2H)-carboxylate